N1CCC(CC1)CN1N=C(C=2C1=NC=NC2N)C=2C=NC1=CC=CC=C1C2 1-(piperidin-4-ylmethyl)-3-(quinolin-3-yl)-1H-pyrazolo[3,4-d]pyrimidin-4-amine